tert-butoxy-N,N,N',N'-tetramethylmethanediamine C(C)(C)(C)OC(N(C)C)N(C)C